7-((2,2-Difluorocyclopentyl)amino)-5-fluoro-2-(((tetrahydro-2H-pyran-4-yl)thio)methyl)quinazolin-4(3H)-one FC1(C(CCC1)NC1=CC(=C2C(NC(=NC2=C1)CSC1CCOCC1)=O)F)F